N-(5-bromo-2-(2-(isopropylamino)ethoxy)pyridin-3-yl)-2-(dimethylamino)ethane-1-sulfonamide BrC=1C=C(C(=NC1)OCCNC(C)C)NS(=O)(=O)CCN(C)C